1-(4-methoxyphenyl)-3-(3,4,5-trimethoxyphenyl)propan-1-one COC1=CC=C(C=C1)C(CCC1=CC(=C(C(=C1)OC)OC)OC)=O